C1(=CC=C(C=C1)OC1=C(N=NN1)C(=O)O)C 5-(p-tolyloxy)-1H-1,2,3-triazole-4-carboxylic acid